tert-butyl-4-(4-(6-(1-(3-(1H-pyrazol-1-yl)propanoyl)-1,2,5,6-tetrahydropyridin-3-yl)-2-(dimethylcarbamoyl)-7-fluoro-1H-indol-4-yl)-3-methoxyphenyl)piperazine C(C)(C)(C)N1CCN(CC1)C1=CC(=C(C=C1)C1=C2C=C(NC2=C(C(=C1)C=1CN(CCC1)C(CCN1N=CC=C1)=O)F)C(N(C)C)=O)OC